tert-butyl (3S)-3-({6-[6-(methylsulfanyl)-3-oxo-2-(prop-2-en-1-yl)-1H,2H,3H-pyrazolo[3,4-d]pyrimidin-1-yl]pyridin-2-yl}oxy)piperidine-1-carboxylate CSC1=NC=C2C(=N1)N(N(C2=O)CC=C)C2=CC=CC(=N2)O[C@@H]2CN(CCC2)C(=O)OC(C)(C)C